methylbenzylamino-N,N-dimethyllauric acid amide CC(C(=O)N(C)C)(CCCCCCCCCC)NCC1=CC=CC=C1